1-[5-bromo-2-[5-(2,2-difluoroethoxy)-pyrimidin-2-yl]-1,2,4-triazol-3-yl]-ethanamine BrC=1N=C(N(N1)C1=NC=C(C=N1)OCC(F)F)C(C)N